(R)-1-phenyl-2-(m-tolylseleno)ethane-1-ol C1(=CC=CC=C1)[C@H](C[Se]C=1C=C(C=CC1)C)O